C(=O)(O)[C@H](CC(=O)C1=CC2=C(S1)C(=C(C=C2)O)F)C 2-((S)-3-carboxybutanoyl)-7-fluoro-6-hydroxybenzo[b]thiophen